1-(5-Chloro-3-fluoropyridin-2-yl)-7-methoxy-3-methyl-8-(1-methyl-1H-pyrazol-4-yl)-1,3-dihydroimidazo[4,5-c]quinolin-2-one ClC=1C=C(C(=NC1)N1C(N(C=2C=NC=3C=C(C(=CC3C21)C=2C=NN(C2)C)OC)C)=O)F